CN1C(=NN=C1)CC1(COC1)C=1C=C(C=CC1)N1CC2=C(C=C(C=C2C1=O)C1N(CCC1)C(=O)OC(C)(C)C)C(F)(F)F tert-butyl 2-[2-[3-[3-[(4-methyl-1,2,4-triazol-3-yl)methyl]oxetan-3-yl]phenyl]-3-oxo-7-(trifluoromethyl)isoindolin-5-yl]pyrrolidine-1-carboxylate